1-ethyl-3-[cis-(7RS,9SR)-3-cyclopropyl-7-(ethylcarbamothioylamino)-5-(2-methylpropylsulfamoyl)-8,9-dihydro-7H-cyclopenta[H]isoquinolin-9-yl]thiourea C(C)NC(=S)N[C@H]1C[C@H](C2=CC(=C3C=C(N=CC3=C21)C2CC2)S(NCC(C)C)(=O)=O)NC(NCC)=S |r|